tetramethyl-6-dodecyne-5,8-diol CC(C(C)(C)C)CCC(C#CC(CCCC)O)O